(bromomethyl)-1-(4-(3-fluoro-5-(trifluoromethyl)benzyl)pyridin-2-yl)-3-methyl-1H-pyrazole-4-carboxamide BrCC1=C(C(=NN1C1=NC=CC(=C1)CC1=CC(=CC(=C1)C(F)(F)F)F)C)C(=O)N